C(C(C)C)[C@H]1N(CCC(C1)C=1C=C(C2=C(N(C(=N2)C2=CC=C(C=C2)S(=O)(=O)C)C)C1)C)C1CCNCC1 6-(r-isobutyl-[1,4'-bipiperidin]-4-yl)-1,4-dimethyl-2-(4-(methylsulfonyl)phenyl)-1H-benzo[d]imidazole